2,2'-(Ethane-1,2-diylbis(5-carbamoyl-4-methoxy-1H-benzo[d]imidazole-1,2-diyl))bis(3-iodobenzoic acid) C(CN1C(=NC2=C1C=CC(=C2OC)C(N)=O)C2=C(C(=O)O)C=CC=C2I)N2C(=NC1=C2C=CC(=C1OC)C(N)=O)C1=C(C(=O)O)C=CC=C1I